OCNCCN N-hydroxymethyl-aminoethylamine